4-((2R,3S,4S,5R)-3-(3,4-difluoro-2-methoxyphenyl)-4,5-dimethyl-5-(trifluoromethyl)tetrahydrofuran-2-carboxamido)picolinamide-6-d FC=1C(=C(C=CC1F)[C@H]1[C@@H](O[C@]([C@H]1C)(C(F)(F)F)C)C(=O)NC1=CC(=NC(=C1)[2H])C(=O)N)OC